3-(trifluoromethyl)-5,6-dihydrocyclopenta[c]pyrazol FC(C=1C=2C(=NN1)CCC2)(F)F